CO[Si](C(C)[Si](O[Si](C)(C)CC[SiH2]C(NCCC[Si](C)(OC)OC)NCCC[Si](OC)(OC)C)(C)C)(OC)OC 1-Trimethoxysilylethyl-3-bis(methyldimethoxysilylpropylamino)methylsilylethyl-1,1,3,3-tetramethyldisiloxane